(S)-amino((4-amino-4-carboxybutyl)amino)methaniminium (2R,3R)-(3,4-dihydroxy-5-oxidophenyl)-3,5-dihydroxy-4-oxochroman-7-olate OC=1C=C(C=C(C1O)[O-])[C@H]1OC2=CC(=CC(=C2C([C@@H]1O)=O)O)[O-].NC(=[NH2+])NCCC[C@@H](C(=O)O)N.NC(=[NH2+])NCCC[C@H](N)C(=O)O